CC=1C(=NNC1)C1=CC(=CC(=N1)N1C(C2=CC=CC(=C2C1)C(F)(F)F)=O)[C@@H](CC1=NN=CN1C)C (R)-2-(6-(4-methyl-1H-pyrazol-3-yl)-4-(1-(4-methyl-4H-1,2,4-triazol-3-yl)propan-2-yl)pyridin-2-yl)-4-(trifluoromethyl)isoindolin-1-one